C(C)C1CC(OC=2CCCC(C12)=O)C=C(C)C 4-ethyl-2-(2-methylprop-1-en-1-yl)-2,3,4,6,7,8-hexahydro-5H-chromen-5-one